2-(methoxymethoxy)ethanol COCOCCO